OC1=C(C=CC=C1)C=1C=C2N3CCN(C[C@@H]3CNC2=NN1)C(=O)[C@@H]1CNCCC1 [(10S)-4-(2-hydroxyphenyl)-1,5,6,8,12-pentazatricyclo[8.4.0.02,7]tetradeca-2,4,6-trien-12-yl]-[(3S)-3-piperidyl]methanone